1-(1-(6-(oxetan-3-yl)pyrimidin-4-yl)-1H-1,2,4-triazol-5-yl)ethan O1CC(C1)C1=CC(=NC=N1)N1N=CN=C1CC